CN(C)\C=C\1/CN(CC1=O)C1=NC=CC(=N1)C(=O)N(C)C (E,Z)-2-(3-((dimethylamino)methylene)-4-oxopyrrolidin-1-yl)-N,N-dimethylpyrimidine-4-carboxamide